tert-Butyl 7-bromo-6-fluoro-3,4-dihydroisoquinoline-2(1H)-carboxylate BrC1=C(C=C2CCN(CC2=C1)C(=O)OC(C)(C)C)F